3-fluoro-3-(2-(trifluoromethoxy)pyridin-3-yl)cyclobutyl (4-nitrophenyl) carbonate C(OC1CC(C1)(C=1C(=NC=CC1)OC(F)(F)F)F)(OC1=CC=C(C=C1)[N+](=O)[O-])=O